(5-bromo-2-(fluoromethyl)-1H-imidazo[4,5-b]pyridin-1-yl)ethan-1-ol BrC1=CC=C2C(=N1)N=C(N2C(C)O)CF